ClC1=C(C=C(C=C1)C1=CN(C(C=C1)=O)C(C)C)C[C@@H](C(=O)NC1=CC=C(C=C1)C=1N(N=CC1C)C)NC(CC1CCC1)=O (2S)-3-[2-chloro-5-(1-isopropyl-6-oxo-3-pyridyl)phenyl]-2-[(2-cyclobutylacetyl)amino]-N-[4-(2,4-dimethylpyrazol-3-yl)phenyl]propanamide